C1(=CC=CC=C1)C1=NC(=NC(=N1)C1=CC=CC=C1)C=1C=C(C=C(C1)N1C2=CC=C(C=C2C=2C=C(C=CC12)C1=C(C#N)C=CC=C1C#N)C1=C(C#N)C=CC=C1C#N)N1C2=CC=C(C=C2C=2C=C(C=CC12)C1=C(C#N)C=CC=C1C#N)C1=C(C#N)C=CC=C1C#N 2,2',2'',2'''-((5-(4,6-diphenyl-1,3,5-triazin-2-yl)-1,3-phenylene)bis(9H-carbazole-9,3,6-triyl))tetraisophthalonitrile